CITRONITRIL C(CC(O)(C#N)CC#N)#N